tert-butyl ((3R,4R)-1-benzyl-4-methylpiperidin-3-yl)carbamate C(C1=CC=CC=C1)N1C[C@@H]([C@@H](CC1)C)NC(OC(C)(C)C)=O